3-bromo-6-fluoro-1H-pyrrolo[2,3-b]pyridine BrC1=CNC2=NC(=CC=C21)F